3-bromo-5-cyclopropylpyrazolo[1,5-a]pyridine BrC=1C=NN2C1C=C(C=C2)C2CC2